CN1N=CC(=C1)NC(C1=CC(=CC=C1)CN1C2=C(C=C3N(C(C=4C=CC=C1C34)=O)C)C=CC=N2)=O N-(1-methyl-1H-pyrazol-4-yl)-3-((1-methyl-2-oxo-1,2-dihydro-6H-pyrido[3',2':6,7]azepino[4,3,2-cd]isoindol-6-yl)methyl)benzamide